N=1N(N=CC1)C=1C=CC=C(C1)O 5-(2H-1,2,3-triazol-2-yl)phenol